C(CCCCCC)OC(C=C)=O acrylic heptyl ester